C(C)(C)(C)OC(=O)N1[C@H](C[C@H](C1)OC1=CC2=C(C=N1)CN(C2)C(C)=O)C (2S,4R)-4-[(2-acetyl-1,3-dihydropyrrolo[3,4-c]pyridin-6-yl)oxy]-2-methyl-pyrrolidine-1-carboxylic acid tert-butyl ester